C(C)OC(=O)N1CC2=C(N(C=3C=CC(=CC23)Cl)C2=CC=C(C=C2)Cl)CC1 8-chloro-5-(4-chlorophenyl)-1,3,4,5-tetrahydro-2H-pyrido[4,3-b]indole-2-carboxylic acid ethyl ester